OCCNC(CCCCCCCCCCC)=O N-(2-hydroxyethyl)lauramide